sodium inosinate C1=NC2=C(C(=O)N1)N=CN2[C@H]3[C@@H]([C@@H]([C@H](O3)COP(=O)([O-])[O-])O)O.[Na+].[Na+]